FC=1C=C2C=CC=C(C2=C(C1)C#C[Si](C(C)C)(C(C)C)C(C)C)O 6-fluoro-8-(2-triisopropylsilylethynyl)naphthalen-1-ol